COC(C1=CC(=C(C=C1)Br)C=O)=O methyl-4-bromo-3-formylbenzoate